2-(naphthalen-2-yl)-2-((phenylseleno)methyl)-2,3-dihydrobenzofuran C1=C(C=CC2=CC=CC=C12)C1(OC2=C(C1)C=CC=C2)C[Se]C2=CC=CC=C2